FC(C1=NN=C(O1)C1=NC=C(C=N1)CN(S(=O)(=O)C)C1=CC=CC=C1)F N-((2-(5-(difluoromethyl)-1,3,4-oxadiazol-2-yl)pyrimidin-5-yl)methyl)-N-phenylmethanesulfonamide